C(C)S(=O)(=O)NC=1C=C2C(=CNC2=CC1)C1CCN2CCCC2C1 5-(N-ethanesulfonyl)amino-3-(octahydroindolizin-7-yl)-1H-indole